(D-3-carboxyl-2-hydroxypropyl)trimethylammonium tetrahydro-2H-pyran-4-yl-4-[6-(1-methyl-1H-pyrazol-4-yl)pyrazolo[1,5-a]pyridin-3-yl]piperazine-1-carboxylate O1CCC(CC1)OC(=O)N1CCN(CC1)C=1C=NN2C1C=CC(=C2)C=2C=NN(C2)C.C(=O)(O)CC(C[N+](C)(C)C)O